ClCC=1N(C2=C(N1)C=CC(=C2)C(=O)OC)C[C@@H]2OCC2 methyl 2-(chloromethyl)-3-[[(2R)-oxetan-2-yl]methyl]benzimidazole-5-carboxylate